(1-(5-(1,1,1-trifluoro-4-(4-methylpiperazin-1-yl)butan-2-yl)pyridin-2-yl)-1H-pyrazol-4-yl)-3H-imidazo[4,5-b]pyridine FC(C(CCN1CCN(CC1)C)C=1C=CC(=NC1)N1N=CC(=C1)C1=NC=2C(=NC=CC2)N1)(F)F